[Cl-].[Cl-].C[Si](=[Zr+2](C1(C=CC=C1)C)C1(C=CC=C1)C)C dimethylsilylenebis(methylcyclopentadienyl)zirconium dichloride